The molecule is a six-membered oligosaccharide phosphate antigen consisting of four 3-deoxy-D-manno-oct-2-ulose residues and two glucosamine residues (one at the reducing end) in a branched sequence, with two phosphate groups attached. It has a role as an epitope. It is an oligosaccharide phosphate and a glucosamine oligosaccharide. C1[C@H]([C@H]([C@H](O[C@]1(C(=O)O)OC[C@H]([C@@H]2[C@@H]([C@@H](C[C@@](O2)(C(=O)O)O[C@@H]3C[C@@](O[C@@H]([C@@H]3O)[C@@H](CO)O)(C(=O)O)OC[C@@H]4[C@H]([C@@H]([C@H]([C@@H](O4)OC[C@@H]5[C@H]([C@@H]([C@H]([C@H](O5)OP(=O)(O)O)N)O)O)N)O)OP(=O)(O)O)O[C@@]6(C[C@H]([C@H]([C@H](O6)[C@@H](CO)O)O)O)C(=O)O)O)O)[C@@H](CO)O)O)O